cis-1-(2-acetylhydrazine-1-carbonyl)-3-methyl-6-azabicyclo[3.1.1]heptane-6-carboxylate C(C)(=O)NNC(=O)C12CC(CC(N1C(=O)[O-])C2)C